(7-chloro-1-allyl-2-oxoindolin-3-ylidene)hydrazinodithio-carboxylic acid methyl ester CSC(=S)NN=C1C(N(C2=C(C=CC=C12)Cl)CC=C)=O